N1(C=NC=C1)C1=CC=C(C=N1)N 6-(1H-imidazol-1-yl)pyridin-3-amine